3-bromo-N,N-dimethyl-5-nitroaniline BrC=1C=C(N(C)C)C=C(C1)[N+](=O)[O-]